BrC1=CC=C2C(=CC=NC2=C1)NC1=C(C=C(C=C1)OCCOC)OC 7-bromo-N-(2-methoxy-4-(2-methoxyethoxy)phenyl)quinolin-4-amine